4'-(Piperazin-1-yl)-2'-(((S)-pyrrolidin-2-yl)methoxy)-3,4,5',8'-tetrahydro-2H,6'H-spiro[naphthalene-1,7'-quinazolin]-7-ol N1(CCNCC1)C1=NC(=NC=2CC3(CCC12)CCCC1=CC=C(C=C13)O)OC[C@H]1NCCC1